BrC=1C=CC(=C(C1)NCC(C)(O)C)[N+](=O)[O-] 1-((5-bromo-2-nitrophenyl)amino)-2-methylpropan-2-ol